(R)-5-(2,4-difluorophenyl)-N-(3-fluoro-4-((3-((1-hydroxypropan-2-yl)amino)-1H-pyrazolo[3,4-b]pyridin-4-yl)oxy)phenyl)-1-isopropyl-4-oxo-1,4-dihydropyridine-3-carboxamide FC1=C(C=CC(=C1)F)C=1C(C(=CN(C1)C(C)C)C(=O)NC1=CC(=C(C=C1)OC1=C2C(=NC=C1)NN=C2N[C@@H](CO)C)F)=O